N4-(benzo[d]oxazol-2(3H)-on-5-yl)-N2-(6-(4-methoxycarbonylpiperazin-1-yl)pyridin-3-yl)-5-methylpyrimidine-2,4-diamine O1C(NC2=C1C=CC(=C2)NC2=NC(=NC=C2C)NC=2C=NC(=CC2)N2CCN(CC2)C(=O)OC)=O